N-[2,4-difluoro-3-(5-pyridin-3-yl-1H-pyrrolo[2,3-B]pyridin-3-carbonyl)phenyl]-2-propanesulfonamide FC1=C(C=CC(=C1C(=O)C1=CNC2=NC=C(C=C21)C=2C=NC=CC2)F)NS(=O)(=O)C(C)C